BrC(C(=O)[O-])CCCCCCCCCCCCCCCC.[Na+] sodium bromostearate